C([C@@H](CCC=C)O)O (R)-5-hexene-1,2-diol